5-(2-fluoro-4-((6-fluoropyridin-2-yl)methoxy)phenyl)-4-(2-methoxyethoxy)-N-(4-((4-methylpiperazin-1-yl)methyl)phenyl)-7H-pyrrolo[2,3-d]pyrimidin-2-amine FC1=C(C=CC(=C1)OCC1=NC(=CC=C1)F)C1=CNC=2N=C(N=C(C21)OCCOC)NC2=CC=C(C=C2)CN2CCN(CC2)C